ClC=1C(=CC2=C(N(C[C@H](N(S2(=O)=O)C)C2CCCCC2)C2=CC=CC=C2)C1)C=1C=C(C2=C(OC(O2)(F)F)C1)C(=O)OC methyl (R)-6-(7-chloro-3-cyclohexyl-2-methyl-1,1-dioxido-5-phenyl-2,3,4,5-tetrahydrobenzo[f][1,2,5]thiadiazepin-8-yl)-2,2-difluorobenzo[d][1,3]dioxole-4-carboxylate